C(C1=CC=CC=C1)[C@@]1(C(N(CC1)C(=O)O)=O)CN(N)C(=O)OCC1=CC=CC=C1.OC1=CC=C(C=C1)NCC(=O)O N-(p-hydroxyphenyl)glycine benzyl-(S)-3-((1-((benzyloxy)carbonyl)hydrazineyl)methyl)-2-oxopyrrolidine-1-carboxylate